methyl (2R)-5-(4-chlorophenyl)pyrrolidine-2-carboxylate ClC1=CC=C(C=C1)C1CC[C@@H](N1)C(=O)OC